1,3-bis[(pyridine-2-ylmethyl)amino]propan-2-al tert-butyl-(3-cyano-8,8-dimethyl-7,8-dihydro-6H-cyclopenta[e]pyrazolo[1,5-a]pyridine-2-yl)carbamate C(C)(C)(C)N(C(O)=O)C1=NN2C(C=CC3=C2C(CC3)(C)C)=C1C#N.N1=C(C=CC=C1)CNCC(CNCC1=NC=CC=C1)=O